ClC1=CC=C(C=C1)C=1N=C(SC1)NC(C1=C(C=C(C=C1)F)NS(=O)(=O)C(CC)C)=O N-(4-(4-Chlorophenyl)thiazol-2-yl)-4-fluoro-2-((1-methylpropyl)sulfonamido)benzamide